(4-bromobutoxy)-1H-indole BrCCCCON1C=CC2=CC=CC=C12